4-((4-aminophenyl)thio)-2-ethoxyaniline NC1=CC=C(C=C1)SC1=CC(=C(N)C=C1)OCC